N-(dimethoxymethyleneamino)-1H-indole-2-carboxamide COC(OC)=NNC(=O)C=1NC2=CC=CC=C2C1